C(C)C(C(=O)OOC(C)(C)C)CCCC t-butyl (2-ethylhexanoyl) peroxide